6-(5-ethyl-1H-pyrazol-1-yl)nicotinaldehyde C(C)C1=CC=NN1C1=NC=C(C=O)C=C1